C(C1=CC=CC=C1)(=O)OCCOCCOCCOC(CCCC)C 2-(2-(2-5-hexyloxyethoxy)ethoxy)ethyl benzoate